N(N)C(=O)OC1CC(CCC1C(C)C)C menthyl hydrazinoformate